(P)-2-[4-[4-(aminomethyl)-8-ethoxy-1-oxo-2H-phthalazin-6-yl]-2-methyl-pyrazol-3-yl]-4-chloro-3-fluoro-naphthalene-1-carbonitrile NCC1=NNC(C2=C(C=C(C=C12)C1=C(N(N=C1)C)C1=C(C2=CC=CC=C2C(=C1F)Cl)C#N)OCC)=O